2-(2-(cyclopropanesulfonylamino)pyrimidin-4-yl)-N-(4-(5-isopropoxypyridin-3-yl)phenyl)butyramide methyl-1-[(2-methyl-3-pyridinyl)methyl]-1,2,4-triazole-3-carboxylate COC(=O)C1=NN(C=N1)CC=1C(=NC=CC1)C.C1(CC1)S(=O)(=O)NC1=NC=CC(=N1)C(C(=O)NC1=CC=C(C=C1)C=1C=NC=C(C1)OC(C)C)CC